N,N'-di(1-naphthyl)-N,N',9,9-tetraphenyl-9H-fluorene-2,7-diamine C1(=CC=CC2=CC=CC=C12)N(C1=CC=2C(C3=CC(=CC=C3C2C=C1)N(C1=CC=CC=C1)C1=CC=CC2=CC=CC=C12)(C1=CC=CC=C1)C1=CC=CC=C1)C1=CC=CC=C1